N-methyl-1-phenyl-methanamine CNCC1=CC=CC=C1